CC1=C(C=CC=C1NC=1N=CC=C2C=C(C=NC12)CN1[C@@H](CCC1)C(=O)O)C1=C(C(=CC=C1)OCCCN1CCOCC1)C ((8-((2,2'-dimethyl-3'-(3-morpholinopropoxy)-[1,1'-biphenyl]-3-yl)amino)-1,7-naphthyridin-3-yl)methyl)proline